N-(3-fluoro-4-(2-methyl-3-(5-methyl-1H-indazol-4-yl)-1H-pyrrolo[2,3-b]pyridin-1-yl)phenyl)propynylamide FC=1C=C(C=CC1N1C(=C(C=2C1=NC=CC2)C2=C1C=NNC1=CC=C2C)C)CC#C[NH-]